C(CCC)(=O)OCC(C)OC(CCC)=O 1,2-Propanediol dibutyrate